Adamantan-2-yl-picolinamide C12C(C3CC(CC(C1)C3)C2)C=2C(=NC=CC2)C(=O)N